3-Methyl-3-(1-methyl-7-nitro-1H-indazol-3-yl)piperidine-2,6-dione CC1(C(NC(CC1)=O)=O)C1=NN(C2=C(C=CC=C12)[N+](=O)[O-])C